CC=1C=C(C=CC1)/C=C/C(C)=O (E)-4-(3-methylphenyl)but-3-en-2-one